FC1=C(C=CC=2C(N3N(C12)CC(N(C3)C)=O)=O)NC3=NC=C(C(=N3)N[C@H](CO)C3=CC=CC=C3)C=3OC=NN3 (S)-6-fluoro-7-((4-((2-hydroxy-1-phenylethyl)amino)-5-(1,3,4-oxadiazol-2-yl)pyrimidin-2-yl)amino)-2-methyl-1,2-dihydro-10H-[1,2,4]triazino[1,2-a]indazole-3,10(4H)-dione